CN(C\C=C/1\C(N(CC1)C1=CC2=C(N=CN=C2NC2=CC(=C(C=C2)OC=2C=NC(=CC2)C)C)C=N1)=O)C (3E)-3-[2-(dimethylamino)ethylidene]-1-[4-({3-methyl-4-[(6-methylpyridin-3-yl)oxy]phenyl}amino)pyrido[3,4-d]pyrimidin-6-yl]pyrrolidin-2-one